Cl.NC1C(N(CCC1)C)=O 3-amino-1-methylpiperidin-2-one hydrochloride